ClC=1C=C2C3=NNC4=CC=C(OCCCNCCOC(C1)=C2)C=C34 4-chloro-7,14-dioxa-10,19,20-triazatetracyclo[13.5.2.12,6.018,21]tricosa-1(20),2,4,6(23),15,17,21-heptaene